(R)-3-((S)-1-((triisopropylsilyl)oxy)hexyl)oxiran-2-carbaldehyde C(C)(C)[Si](O[C@@H](CCCCC)C1[C@@H](O1)C=O)(C(C)C)C(C)C